tert-butyl (2S)-2-[2-[1-(2,6-dioxo-3-piperidyl)-3-methyl-2-oxo-benzimidazol-4-yl] ethyl]morpholine-4-carboxylate O=C1NC(CCC1N1C(N(C2=C1C=CC=C2CC[C@H]2CN(CCO2)C(=O)OC(C)(C)C)C)=O)=O